BrC1=CC(=CC(=C1)SC)OCCOC 1-bromo-3-(2-methoxyethoxy)-5-(methylsulfanyl)benzene